OCCC1C(CCC(C1)CCO)N 2,4-bis(hydroxyethyl)-1-aminocyclohexane